N-(2-aminoethyl)-4-[[3-(4-methoxyphenyl)imidazo[1,2-a]pyrazin-8-yl]amino]-N-methylbenzamide NCCN(C(C1=CC=C(C=C1)NC=1C=2N(C=CN1)C(=CN2)C2=CC=C(C=C2)OC)=O)C